Cl.FC(C12CC(C1)(C2)C2=C(CCC(C2)(C)C)CN2CCN(CC2)C2=CC=C(C(=O)N)C=C2)F 4-(4-((2-(3-(difluoromethyl)bicyclo[1.1.1]pentan-1-yl)-4,4-dimethylcyclohex-1-en-1-yl)methyl)piperazin-1-yl)benzamide hydrochloride